FC(CN(C1=NC=2N(C3=CC=CC(=C13)F)C=NN2)C=2C=NC=C(C2)C#CC2(CC2)C(F)(F)F)F N-(2,2-difluoroethyl)-6-fluoro-N-(5-((1-(trifluoromethyl)cyclopropyl)ethynyl)pyridin-3-yl)-[1,2,4]triazolo[4,3-a]quinazolin-5-amine